(S)-N-[7-chloro-6-[4-((3R,4R)-4-fluoro-3-methyl-tetrahydrofuran-3-yl)piperazin-1-yl]-3-isoquinolyl]spiro[2.2]pentane-2-carboxamide ClC1=C(C=C2C=C(N=CC2=C1)NC(=O)[C@H]1CC12CC2)N2CCN(CC2)[C@@]2(COC[C@@H]2F)C